NC1=NC=NN2C1=CC=C2[C@H]2C[C@@H]([C@](O2)(CO)C#C)O (2R,3S,5R)-5-(4-aminopyrrolo[2,1-f][1,2,4]triazin-7-yl)-2-ethynyl-2-(hydroxymethyl)tetrahydrofuran-3-ol